4-(3-((1H-pyrazol-4-yl)methyl)ureido)-N-(4-methoxyphenyl)benzamide N1N=CC(=C1)CNC(NC1=CC=C(C(=O)NC2=CC=C(C=C2)OC)C=C1)=O